methyl 2-(1-oxidotetrahydro-2H-thiopyran-4-yl)acetate O=S1CCC(CC1)CC(=O)OC